5-((2-(4-((3-chloro-4-(trifluoromethoxy)benzyl)amino)butoxy)ethyl)amino)benzo[c][2,6]naphthyridine ClC=1C=C(CNCCCCOCCNC2=NC3=C(C4=CN=CC=C24)C=CC=C3)C=CC1OC(F)(F)F